C(=O)(C=C)C(=O)C(=O)C=C Acrylketone